4-(4-tert-butoxycarbonylpiperazin-1-yl)-2-formyl-6-methoxy-benzoic acid C(C)(C)(C)OC(=O)N1CCN(CC1)C1=CC(=C(C(=O)O)C(=C1)OC)C=O